5-(1-(2-((tert-butyldimethylsilyl)oxy)ethyl)-1,2,3,6-tetrahydropyridin-4-yl)-2-nitroaniline [Si](C)(C)(C(C)(C)C)OCCN1CCC(=CC1)C=1C=CC(=C(N)C1)[N+](=O)[O-]